1-(5-((R)-2-(2,5-difluorophenyl)pyrrolidin-1-yl)pyrazolo[1,5-a]pyrimidin-3-yl)-3-((1S,2R)-2-fluorocyclopropyl)urea FC1=C(C=C(C=C1)F)[C@@H]1N(CCC1)C1=NC=2N(C=C1)N=CC2NC(=O)N[C@@H]2[C@@H](C2)F